FC1=C(C=CC(=C1)OC)[C@H](C)N (S)-1-(2-fluoro-4-methoxyphenyl)ethanamine